hexahydromethylbenzene CC1CCCCC1